4-Methoxy-but-2-enoic acid [4-(3-bromo-phenylamino)-quinazolin-6-yl]-amide BrC=1C=C(C=CC1)NC1=NC=NC2=CC=C(C=C12)NC(C=CCOC)=O